N-[2-hydroxy-4-carboxyphenyl]-3,5-dichlorobenzamide OC1=C(C=CC(=C1)C(=O)O)NC(C1=CC(=CC(=C1)Cl)Cl)=O